5-(1-((4-bromobenzyl)sulfonyl)-1,2,5,6-tetrahydropyridin-4-yl)-3-hydroxy-pyridine BrC1=CC=C(CS(=O)(=O)N2CC=C(CC2)C=2C=C(C=NC2)O)C=C1